ClC1=NC=C(C(=C1)C1=C(C=NC(=C1)C)C(=O)NC=1SC(=NN1)C1=CC=C(C=C1)OC)OC 2'-chloro-5'-methoxy-N-(5-(4-methoxyphenyl)-1,3,4-thiadiazol-2-yl)-6-methyl-(4,4'-bipyridine)-3-carboxamide